O1C(C1)[C@H]1N(CCC1)C(=O)OC(C)(C)C tert-butyl (2S)-2-(oxiran-2-yl)pyrrolidine-1-carboxylate